1-(tert-butyl) 4-methyl trans-cyclohexane-1,4-dicarboxylate [C@H]1(CC[C@H](CC1)C(=O)OC)C(=O)OC(C)(C)C